4-(2,2,2-trifluoroethyl)phenol FC(CC1=CC=C(C=C1)O)(F)F